tert-Butyl-((3R,5R)-1-(2-(6-chloro-1-(cyclopropylmethyl)-1H-pyrrolo[2,3-b]pyridin-2-yl)-4-methoxy-3-methylbenzo[b]thiophene-6-carbonyl)-5-fluoropiperidin-3-yl)carbamate C(C)(C)(C)OC(N[C@H]1CN(C[C@@H](C1)F)C(=O)C=1C=C(C2=C(SC(=C2C)C2=CC=3C(=NC(=CC3)Cl)N2CC2CC2)C1)OC)=O